ethyl 5-((6S)-4,4-dimethyl-3-oxabicyclo[4.1.0]heptan-6-yl)-1H-indole-2-carboxylate CC1(OCC2C[C@@]2(C1)C=1C=C2C=C(NC2=CC1)C(=O)OCC)C